FC1=CC=C(C=C1)C(N1C[C@@H](N(C[C@H]1CC)C1=NC=2N(C3=C1N=NN3C[C@H]3OCCC3)C=NN2)C)C2=CC=C(C=C2)F 4-((2S,5R)-4-(bis(4-fluorophenyl)methyl)-5-ethyl-2-methylpiperazin-1-yl)-1-(((S)-tetrahydrofuran-2-yl)methyl)-1H-[1,2,3]triazolo[4,5-e][1,2,4]triazolo[4,3-a]pyrimidine